[OH-].[OH-].[OH-].[OH-].[U+2](=O)=O.[U+2](=O)=O uranyl tetrahydroxide